BrC=1C2=C(C(N(C1)C)=O)NN=C2 4-bromo-6-methyl-1,6-dihydro-7H-pyrazolo[3,4-c]pyridin-7-one